(S)-1-methoxy-2-propylamine COC[C@H](C)N